ethyl 5-(2-((S)-2-methylazetidin-1-yl)-6-(trifluoromethyl)pyrimidin-4-yl)-5-azaspiro[2.4]heptane-1-carboxylate C[C@@H]1N(CC1)C1=NC(=CC(=N1)N1CC2(CC2C(=O)OCC)CC1)C(F)(F)F